5-(benzyloxy)-3-bromopyrazolo[1,5-a]pyridine C(C1=CC=CC=C1)OC1=CC=2N(C=C1)N=CC2Br